5-((1-(cyclopropylmethyl)-1H-pyrazol-4-yl)methyl)-3-(difluoromethyl)-1H-pyrazol C1(CC1)CN1N=CC(=C1)CC1=CC(=NN1)C(F)F